C1CC12N(CCC2)S(=O)(=O)NC(C2=C(C=C(C(=C2)Cl)OCC2CCCC2)F)=O N-((4-azaspiro[2.4]heptan-4-yl)sulfonyl)-5-chloro-4-(cyclopentylmethoxy)-2-fluorobenzamide